B(OCC=C)(OCC=C)[O-].[Li+] lithium bis(allyl) borate